C(CCC(=O)O)(=O)O.C(=CCCCCCCCCCC)N1C=NCC1 dodecenyl-imidazoline succinate